FC1=C(C=C(C=C1)C1(CC1)N(S(=O)(=O)C)C[C@H]1NCCC1)C(F)(F)F (S)-N-(1-(4-fluoro-3-(trifluoromethyl)phenyl)cyclopropyl)-N-(pyrrolidin-2-ylmethyl)methanesulfonamide